FC1=CC=C(C2=C1N=C(S2)NC(CCNC2=NC=CC1=CC=C(C=C21)C2=NOC(=N2)C)=O)OCCCF N-[4-fluoro-7-(3-fluoropropoxy)-1,3-benzothiazol-2-yl]-3-[[7-(5-methyl-1,2,4-oxadiazol-3-yl)-1-isoquinolyl]amino]propanamide